O1C(=CC=C1)CNC(CI)=O N-(furan-2-ylmethyl)-2-iodoacetamide